tert-butyl 4-hydroxy-6,8-dihydro-5H-pyrido[3,4-d]pyrimidine-7-carboxylate OC=1C2=C(N=CN1)CN(CC2)C(=O)OC(C)(C)C